tert-butyl (S)-4-(5-chloro-4-(methylsulfonyl)pyrimidin-2-yl)-3-methylpiperazine-1-carboxylat ClC=1C(=NC(=NC1)N1[C@H](CN(CC1)C(=O)OC(C)(C)C)C)S(=O)(=O)C